Cl.O1N[C@@H](CC1)C=1C=CC=C(C#N)C1 5-[(3S)-isoxazolidin-3-yl]benzonitrile hydrochloride